C(C)OCCNC(=O)C1=CC2=C(N(C(=N2)NC=2SC3=C(N2)C=CC(=C3)OC(F)(F)F)C)C=C1F 6-Fluoro-1-methyl-2-(6-trifluoromethoxy-benzothiazol-2-ylamino)-1H-benzo-imidazole-5-carboxylic acid (2-ethoxy-ethyl)-amide